COC=1C=C2C=CC(=CC2=CC1)[C@@H](C(=O)O)C.N1(C=NC=C1)C1=CC=C(C(=N1)OC)NC(=O)C=1C(=NOC1C)C1=NC=CC=C1 (6-imidazol-1-yl-2-methoxy-3-pyridinyl)-5-methyl-3-(2-pyridinyl)isoxazole-4-carboxamide (αS)-6-methoxy-α-methyl-2-naphthaleneacetate